ethyl (4aS,7aR)-1-methyl-3-(methylsulfanyl)-2-oxo-octahydro-1H-cyclopenta[b]pyridine-4a-carboxylate CN1[C@H]2[C@@](CC(C1=O)SC)(CCC2)C(=O)OCC